N-[(6-{[(4-tert-butylcyclohexyl)amino]methyl}imidazo[1,2-a]pyridin-2-yl)methyl]-4-oxo-4H-pyrido[1,2-a]pyrimidine-2-carboxamide C(C)(C)(C)C1CCC(CC1)NCC=1C=CC=2N(C1)C=C(N2)CNC(=O)C=2N=C1N(C(C2)=O)C=CC=C1